N-(6-fluoro-1-methyl-1H-indazol-7-yl)-1-(4-(trifluoromethyl)pyridin-2-yl)-1H-pyrazole-4-sulfonamide FC1=CC=C2C=NN(C2=C1NS(=O)(=O)C=1C=NN(C1)C1=NC=CC(=C1)C(F)(F)F)C